3-(2-methyl-4-oxo-5-(4-(2-(piperidin-1-yl)ethyl)phenethyl)quinazolin-3(4H)-yl)piperidine-2,6-dione CC1=NC2=CC=CC(=C2C(N1C1C(NC(CC1)=O)=O)=O)CCC1=CC=C(C=C1)CCN1CCCCC1